(R)-N-(pyrrolidin-3-yl)-2-(trifluoromethyl)quinolin-6-amine hydrochloride Cl.N1C[C@@H](CC1)NC=1C=C2C=CC(=NC2=CC1)C(F)(F)F